C(CCCCCCCCCCC)C1C(OC(C1)=O)=O 3-Dodecyldihydrofuran-2,5-dione